(1S,2S)-N-[3-(2,6-dimethoxyphenyl)-1H-pyrrolo[2,3-b]pyridin-6-yl]-2-(piperazin-1-ylmethyl)cyclopropane-1-carboxamide COC1=C(C(=CC=C1)OC)C1=CNC2=NC(=CC=C21)NC(=O)[C@@H]2[C@H](C2)CN2CCNCC2